CC=1CCC(NC1)=O 5-methyl-3,4-dihydropyridin-2(1H)-one